C(C)(C)(C)OC(=O)N[C@H](C(=O)OC)CC1=CC=C(C=C1)N1C(N(C2=C(C1=O)C=CN=C2)C)=O methyl (S)-2-((tert-butoxycarbonyl)amino)-3-(4-(1-methyl-2,4-dioxo-1,4-dihydropyrido[3,4-d]pyrimidin-3(2H)-yl)phenyl)propanoate